N1N=NC=C1[C@@H]1CN(CC1)C=O [(3S)-3-(1H-triazol-5-yl)pyrrolidin-1-yl]methanone